2,3-dimethyl-5-methoxy-1,4-naphthoquinone CC=1C(C2=CC=CC(=C2C(C1C)=O)OC)=O